ClC=1N=C(C2=C(N1)C(=C(N=C2)Cl)F)NCC2(CCCC2)N(C(OC(C)(C)C)=O)C tertbutyl (1-(((2,7-dichloro-8-fluoropyrido[4,3-d]pyrimidin-4-yl)amino)methyl)cyclopentyl)(methyl)carbamate